NC(C(=O)N1CCOC2=C1C=C(C=C2)C=2N=C(NC2C2=C(C=NC=C2)C)N)(C)C 2-amino-1-{6-[2-amino-5-(3-methylpyridin-4-yl)-1H-imidazol-4-yl]-3,4-dihydro-2H-1,4-benzoxazin-4-yl}-2-methylpropan-1-one